tert-butyl (2S)-4-[7-[3-chloro-2-(trifluoromethyl)phenyl]-2-methylsulfinyl-6,8-dihydro-5H-pyrido[3,4-d]pyrimidin-4-yl]-2-(cyanomethyl)piperazine-1-carboxylate ClC=1C(=C(C=CC1)N1CC=2N=C(N=C(C2CC1)N1C[C@@H](N(CC1)C(=O)OC(C)(C)C)CC#N)S(=O)C)C(F)(F)F